3-(4-methylphenyl)-3-(2-methoxymethoxy-5-methylphenyl)-acrylic acid methyl ester COC(C=C(C1=C(C=CC(=C1)C)OCOC)C1=CC=C(C=C1)C)=O